FC(N1N=CC(=C1)CNC1=C2C(=NC(=C1)C=1C(=NC=CC1)OCC)C(=NN2C(C)C)C)F N-((1-(difluoromethyl)-1H-pyrazol-4-yl)methyl)-5-(2-ethoxypyridin-3-yl)-1-isopropyl-3-methyl-1H-pyrazolo[4,3-b]Pyridin-7-amine